CC1(OB(OC1(C)C)C=1C(=NC=CC1)OC(F)(F)F)C 3-(4,4,5,5-tetramethyl-1,3,2-dioxaborolan-2-yl)-2-(trifluoromethoxy)pyridine